6-chloro-5-bromonaphtho[1,2-d][1,2,3]Oxadiazole ClC1=C2C(=CC3=C(N=NO3)C2=CC=C1)Br